(1r,2s)-6-benzyloxy-1-[4-(3-bromopropyloxy)phenyl]-2-phenyl-tetrahydronaphthalene C(C1=CC=CC=C1)OC=1C=C2CC[C@@H]([C@@H](C2=CC1)C1=CC=C(C=C1)OCCCBr)C1=CC=CC=C1